4-amino-7-fluoro-N-methyl-N-((1R)-1-(4-(trifluoromethyl)phenyl)ethyl)-1,3-dihydrofuro[3,4-c]quinoline-8-carboxamide NC1=NC=2C=C(C(=CC2C2=C1COC2)C(=O)N([C@H](C)C2=CC=C(C=C2)C(F)(F)F)C)F